7-mercapto-4-methoxy-2,3-dihydro-1H-inden-1-one SC=1C=CC(=C2CCC(C12)=O)OC